6-(cyclopropanecarboxamido)-4-((3'-methoxy-[2,4'-bipyridyl]-2'-yl)amino)-N-(methyl-d3)nicotinamide C1(CC1)C(=O)NC1=NC=C(C(=O)NC([2H])([2H])[2H])C(=C1)NC1=NC=CC(=C1OC)C1=NC=CC=C1